C(C)(=O)N1CC[C@@H]2N(C([C@H](C1)NC(=O)C=1NC3=CC=C(C=C3C1)C(F)(F)P(O)(O)=O)=O)[C@@H](CC2)C(N(C2CCCCC2)CC2=CC=CC=C2)=O ((2-(((5S,8S,10aR)-3-acetyl-8-(benzyl(cyclohexyl)carbamoyl)-6-oxodecahydropyrrolo[1,2-a][1,5]diazocin-5-yl)carbamoyl)-1H-indol-5-yl)difluoromethyl)phosphonic acid